5-(2-ethoxyethoxy)-6-methoxy-2-iodostyrene C(C)OCCOC=1C=CC(=C(C=C)C1OC)I